ClC1=C(C=C(C(=C1)Cl)N1N=C(N(C1=O)C(F)F)C)NS(=O)(=O)C N-[2,4-Dichloro-5-[4-(difluoromethyl)-4,5-dihydro-3-methyl-5-oxo-1H-1,2,4-triazol-1-yl]phenyl]methanesulfonamide